8-Methyl-N-(2-phenylethyl)-2-(pyridin-2-ylmethyl)-4,5-dihydro-2H-furo[2,3-g]indazol-7-carboxamid CC1=C(OC=2CCC3=CN(N=C3C21)CC2=NC=CC=C2)C(=O)NCCC2=CC=CC=C2